(R)-1-(4-(2-(6-(3-Aminopiperidine-1-carbonyl)-3-methylpyrazolo[1,5-a]pyridin-2-yl)-1-(cyclopropylmethyl)-5-fluoro-1H-indol-7-yl)piperidin-1-yl)-2-methoxyethan-1-one N[C@H]1CN(CCC1)C(=O)C=1C=CC=2N(C1)N=C(C2C)C=2N(C1=C(C=C(C=C1C2)F)C2CCN(CC2)C(COC)=O)CC2CC2